5-(4-isopropyl-5-(8-methyl-[1,2,4]triazolo[1,5-a]pyridin-6-yl)-1H-pyrazol-3-yl)pyrimidin-2-amine C(C)(C)C=1C(=NNC1C=1C=C(C=2N(C1)N=CN2)C)C=2C=NC(=NC2)N